4-methyl-N-((S)-4-methyl-1-oxo-1-(((S)-1-oxo-3-((S)-2-oxopyrrolidin-3-yl)propan-2-yl)amino)pentan-2-yl)-1H-indole-2-carboxamide CC1=C2C=C(NC2=CC=C1)C(=O)N[C@H](C(N[C@H](C=O)C[C@H]1C(NCC1)=O)=O)CC(C)C